4-tetradecylmorpholine-2,3-dione C(CCCCCCCCCCCCC)N1C(C(OCC1)=O)=O